3-[5-[3-(2-hydroxyethoxy)propyl]-3-methyl-2-oxo-2,3-dihydro-1H-1,3-benzodiazol-1-yl]piperidine-2,6-dione OCCOCCCC1=CC2=C(N(C(N2C)=O)C2C(NC(CC2)=O)=O)C=C1